(S)-(6-(4-(3-methoxypyrrolidine-1-carbonyl)piperazin-1-yl)pyridin-3-yl)boronic acid CO[C@@H]1CN(CC1)C(=O)N1CCN(CC1)C1=CC=C(C=N1)B(O)O